S1C2=C(C=C1NC(=O)N[C@@H]1C(NC[C@H]1C=1C(=CC3=C(CCO3)C1)F)=O)C=CC=C2 |o1:9,13| (-)-1-(benzo[b]thiophene-2-yl)-3-[(3S*,4R*)-4-(6-fluoro-2,3-dihydrobenzofuran-5-yl)-2-oxopyrrolidin-3-yl]urea